FC(C(=O)O)(F)F.C1(CC1)NC1=CC(=NC=2N1N=CC2C#N)NC2=CC(=C(C=C2)N(CCNC)C)CS(=O)(=O)C 7-(cyclopropylamino)-5-((4-(methyl(2-(methylamino)ethyl)amino)-3-((methylsulfonyl)methyl)phenyl)amino)pyrazolo[1,5-a]pyrimidine-3-carbonitrile monotrifluoroacetic acid salt